FC=1C(=C(C=CC1F)[C@@H]1[C@H](O[C@@]([C@H]1C)(C(F)(F)F)C)C(=O)NC1=CC(=NC=N1)C(=O)N)OC 6-[[(2S,3R,4S,5S)-3-(3,4-difluoro-2-methoxy-phenyl)-4,5-dimethyl-5-(trifluoromethyl)tetrahydrofuran-2-carbonyl]amino]pyrimidine-4-carboxamide